CC1=C(C(=C(C2=C1NCCCNCCNCCNCCCCN2)C)C)C tetramethylhexadecahydrobenzo[l][1,4,7,11,14]pentaazacyclooctadecine